BrC=1C(=C2CCCC2=CC1Cl)[N+](=O)[O-] 5-bromo-6-chloro-4-nitro-2,3-dihydro-1H-indene